(3-(2-(Dimethylamino)-2-oxoethyl)-4-methoxyphenyl)carbamate CN(C(CC=1C=C(C=CC1OC)NC([O-])=O)=O)C